4-((2-(1-methyl-1H-pyrazol-3-yl)phenyl)amino)pyrimidine-5-carboxylic acid cyclopropyl ester C1(CC1)OC(=O)C=1C(=NC=NC1)NC1=C(C=CC=C1)C1=NN(C=C1)C